ethyl-ethynylcarbinol C(C)C(O)C#C